(((((S)-1,1-bis(4'-fluoro-[1,1'-biphenyl]-4-yl)-1-hydroxypropan-2-yl)) oxy) carbonyl)-2-oxoimidazolidine-4-carboxylate FC1=CC=C(C=C1)C1=CC=C(C=C1)C([C@H](C)OC(=O)N1C(NC(C1)C(=O)[O-])=O)(O)C1=CC=C(C=C1)C1=CC=C(C=C1)F